CC(C)(C)OC(=O)NC(CC1=CC=CC=C1)C=O tert-Butyl N-(1-benzyl-2-oxoethyl)carbamate